4-((4-Methoxy-3-methylpyrazolo[1,5-a]pyridin-5-yl)amino)-N-(methyl-d3)-6-((1-methyl-1H-pyrazol-3-yl)amino)nicotinamide COC=1C=2N(C=CC1NC1=CC(=NC=C1C(=O)NC([2H])([2H])[2H])NC1=NN(C=C1)C)N=CC2C